Cl.O=C1NC(CCC1NC(=O)C1=CC(=CC=2N(C(=NC21)C)CC(=O)O)F)=O 2-{4-[(2,6-dioxopiperidin-3-yl)carbamoyl]-6-fluoro-2-methyl-1H-1,3-benzodiazol-1-yl}acetic acid hydrochloride